N-[5-(1H-benzimidazol-2-yl)-1H-pyrazol-3-yl]-5-(4-methylpiperazin-1-yl)pyrazine-2-carboxamide N1C(=NC2=C1C=CC=C2)C2=CC(=NN2)NC(=O)C2=NC=C(N=C2)N2CCN(CC2)C